OCCC1=CNC2=CC=C(C=C12)C1CC1 1-[3-(2-hydroxyethyl)-1H-indol-5-yl]cyclopropane